C(C1=CC=CC=C1)OCC1(COC2=C1C=CC(=C2CO)C(=O)O)C 3-((benzyloxy)methyl)-7-(hydroxymethyl)-3-methyl-2,3-dihydrobenzofuran-6-carboxylic acid